C1CCCC2(CCC3C4CCC5=CC=CC=C5C4=CC=C3C21)C(=O)[O-] decahydropicene-4a-carboxylate